CO[Si](CCCSSSSCCC[Si](OC)(OC)OC)(OC)OC bis[3-(trimethoxysilyl)propyl]-tetrasulphane